9,10-difluoro-2,2-dimethyl-2H-[1,4]oxazino[2,3,4-ij]quinolin-7(3H)-one FC=1C=C2C(C=CN3C2=C(C1F)OC(C3)(C)C)=O